OC1(CCN(CC12CCCC2)C(=O)OC(C)(C)C)CN2C=NC1=C(C2=O)C=NN1C1=CC=CC=C1 tert-Butyl 10-hydroxy-10-((4-oxo-1-phenyl-1,4-dihydro-5H-pyrazolo[3,4-d]pyrimidin-5-yl)methyl)-7-azaspiro[4.5]decane-7-carboxylate